(2S,3S)-2-(Biphenyl-3-ylmethyl)-3-((ethylsulfonyl)amino)-N-methoxy-N-methylpyrrolidine-1-carboxamide C1(=CC(=CC=C1)C[C@@H]1N(CC[C@@H]1NS(=O)(=O)CC)C(=O)N(C)OC)C1=CC=CC=C1